N(C1=CC=CC=C1)C=1C=C2C(C(=O)NC2=O)=CC1NC1=CC=CC=C1 4,5-dianilinophthalimide